2-(4-bromo-1H-pyrazol-1-yl)cyclopropane-1-carboxylate BrC=1C=NN(C1)C1C(C1)C(=O)[O-]